[Na+].BrC=1C=CC(=C(C(=O)[O-])C1)C(CCCC)O 5-bromo-2-(α-hydroxypentyl)benzoic acid sodium salt